N=C1NC(NC2=CC=CC=C12)=O 4-imino-3,4-dihydroquinazoline-2(1H)-one